BrC1=CC=C2CCC(CC2=C1)C 7-bromo-2-methyl-1,2,3,4-tetrahydronaphthalene